(S)-2-((1-(7-methyl-4-oxo-2-(piperidin-1-yl)-4H-pyrido[1,2-a]pyrimidin-9-yl)ethyl)amino)benzoic acid CC=1C=C(C=2N(C(C=C(N2)N2CCCCC2)=O)C1)[C@H](C)NC1=C(C(=O)O)C=CC=C1